NC1=C2C(=NC=N1)N(N=C2C2=CC(=CC=C2)OC)CC=2N(C(C1=C(C=CC=C1C2)C)=O)C2=C(C=CC=C2)C 3-((4-amino-3-(3-methoxyphenyl)-1H-pyrazolo[3,4-d]pyrimidin-1-yl)methyl)-8-methyl-2-o-tolylisoquinolin-1(2H)-one